5-[4-[(3-methylthiophen-2-yl)carbonyl-amino]phenyl]-1H-naphtho[1,2-b][1,4]diazepine-2,4(3H,5H)-dione CC1=C(SC=C1)C(=O)NC1=CC=C(C=C1)N1C2=C(NC(CC1=O)=O)C1=CC=CC=C1C=C2